NC1=C(C=C(C=N1)C=1C=C2N(N1)CCC21CN(CC1)C(=O)NC(C)C=1C(=NN(C1C)C)C)C(F)(F)F 2'-[6-amino-5-(trifluoromethyl)pyridin-3-yl]-N-[1-(1,3,5-trimethyl-1H-pyrazol-4-yl)ethyl]-5',6'-dihydrospiro[pyrrolidine-3,4'-pyrrolo[1,2-b]pyrazole]-1-carboxamide